(E)-3-(2-hydroxyphenyl)-1-(naphthalen-1-yl)prop-2-en-1-one OC1=C(C=CC=C1)/C=C/C(=O)C1=CC=CC2=CC=CC=C12